BrC1=C(OC2=CC=C(N)C=C2)C=CC=C1Cl 4-(2-bromo-3-chlorophenoxy)aniline